N1=CN=C(C2=CC=C3C(=C12)C=CO3)N furo[2,3-h]quinazolin-4-amine